C1(CC1)NC(C([C@H](CCC(C)(F)F)NC(=O)[C@@H]1[C@H]2C([C@H]2CN1C([C@H](C(C)(C)C)NC(OC)=O)=O)(F)F)=O)=O methyl ((S)-1-((1S,2S,5R)-2-(((S)-1-(cyclopropylamino)-6,6-difluoro-1,2-dioxoheptan-3-yl)carbamoyl)-6,6-difluoro-3-azabicyclo[3.1.0]hexan-3-yl)-3,3-dimethyl-1-oxobutan-2-yl)carbamate